ClC1=NC=C(C=N1)/C=C/C(=O)OC(C)(C)C tert-butyl (E)-3-(2-chloropyrimidin-5-yl)acrylate